COC(C(C)OC)N(C)C 1,2-dimethoxy-N,N-dimethylaminopropane